CN(C1=C(C=NC=2NC3=C(C=C(C(=C3C21)F)F)NC)C=2C=C1C(C(=CN(C1=NC2)[C@@H]2CN(CC2)CC)C(=O)O)=O)C 6-[4-(dimethylamino)-5,6-difluoro-8-(methylamino)-9H-pyrido[2,3-b]indol-3-yl]-1-[(3S)-1-ethylpyrrolidin-3-yl]-4-oxo-1,8-naphthyridine-3-carboxylic acid